ClC1=NC(=C(C(=O)O)C=C1F)NC1=C(C=C(C=C1)[Si](C)(C)C)F 6-chloro-5-fluoro-2-((2-fluoro-4-(trimethylsilyl)phenyl)amino)nicotinic acid